FC1=C(C=CC(=C1)C1=NN(C=N1)C1=CC=C(C=C1)C(F)(F)F)NC(=O)\N=C\1/SCC(N1C1=C(C=CC(=C1)C)C(C)OC)=O (Z)-1-(2-fluoro-4-(1-(4-(trifluoromethyl)phenyl)-1H-1,2,4-triazol-3-yl)phenyl)-3-(3-(2-(1-methoxyethyl)-5-methylphenyl)-4-oxothiazolidin-2-ylidene)urea